C(CC)O[Si](OCCC)(OCCC)[O-].[Al+].NCC1=NC=CC(=C1)C1=C(N=CN1CC(=O)N1CCNCC1)C1=CC=C(C=C1)Cl 2-{5-[2-(Aminomethyl)pyridin-4-yl]-4-(4-chlorophenyl)-1H-imidazol-1-yl}-1-(piperazin-1-yl)ethan-1-one aluminum tripropyl-orthosilicate